4-amino-1-(difluoromethyl)pyridin-2(1H)-one NC1=CC(N(C=C1)C(F)F)=O